3-[4-[4-[2-[1-[2-chloro-6-methoxy-4-(2-methyl-1-oxo-2,7-naphthyridin-4-yl)benzoyl]-4-piperidyl]ethyl]-1-piperidyl]-3-fluoro-anilino]piperidine-2,6-dione TFA salt OC(=O)C(F)(F)F.ClC1=C(C(=O)N2CCC(CC2)CCC2CCN(CC2)C2=C(C=C(NC3C(NC(CC3)=O)=O)C=C2)F)C(=CC(=C1)C1=CN(C(C2=CN=CC=C12)=O)C)OC